methylenebis(2,6-di-tert-butyl-4-methylphenol) C(C=1C(=C(C(=CC1C)C(C)(C)C)O)C(C)(C)C)C=1C(=C(C(=CC1C)C(C)(C)C)O)C(C)(C)C